N-(tris(hydroxymethyl)methyl)-3-aminopropanesulfonic acid OCC(NCCCS(=O)(=O)O)(CO)CO